C(C)(C)(C)OC(=O)NC1(CC1)[C@H]1CN(CC1)C=1N=CC(=NC1)C(=O)[O-].[Li+] lithium (R)-5-(3-(1-((tert-butoxycarbonyl)amino)cyclopropyl)pyrrolidin-1-yl)pyrazine-2-carboxylate